NCC1=C(C=CC=C1)N1N=C(C=C1)N1C[C@@H](CC1)O (3R)-1-{1-[2-(aminomethyl)phenyl]pyrazol-3-yl}pyrrolidin-3-ol